ClC=1N=C(C=2C(N1)=CN(N2)C(C)C)Cl 5,7-Dichloro-2-isopropyl-2H-pyrazolo[4,3-d]pyrimidine